Cl.NCCC1CN(C(O1)=O)C=1C=CC=2SCC(NC2N1)=O 5-(2-aminoethyl)-3-(3-oxo-4H-pyrido[3,2-b][1,4]thiazin-6-yl)-1,3-oxazolidin-2-one hydrochloride